(4-formylphenyl)boronic acid-d C(=O)C1=CC=C(C=C1)OB(O)[2H]